ClC1=C(C=C(C(=C1)F)N1C(N(C(=CC1=O)C(F)(F)F)C)=O)SC(C(=O)O)C1CC1 ({2-chloro-4-fluoro-5-[3-methyl-2,6-dioxo-4-(trifluoromethyl)-3,6-dihydropyrimidine-1(2H)-yl]phenyl}sulfanyl)(cyclopropyl)acetic acid